tert-butyl ((1R,3S)-3-((2-amino-3-bromophenyl)amino)cyclohexyl)carbamate NC1=C(C=CC=C1Br)N[C@@H]1C[C@@H](CCC1)NC(OC(C)(C)C)=O